CN1C([C@@H](CC1)NC1=NC=2C=CC=CC2C=2N1N=C(N2)C2=CC=C(C=C2)OC(F)(F)F)=O (3R)-1-methyl-3-({2-[4-(trifluoromethoxy)phenyl][1,2,4]triazolo[1,5-c]quinazolin-5-yl}amino)pyrrolidin-2-one